N-(2-(7-cyclopropoxy-2-fluoronaphthalen-1-yl)ethyl)acetamide C1(CC1)OC1=CC=C2C=CC(=C(C2=C1)CCNC(C)=O)F